C(C)(CC)C1N(CC2=C(NC1=O)C=NC=C2F)C(=O)NC2=NN(C=C2)C 3-(sec-butyl)-6-fluoro-N-(1-methyl-1H-pyrazol-3-yl)-2-oxo-1,2,3,5-tetrahydro-4H-pyrido[3,4-e][1,4]diazepine-4-carboxamide